tricyanourea C(#N)NC(N(C#N)C#N)=O